7-chloro-N-(4-(3-methyl-4-(methylsulfonyl)thiophen-2-yl)-5-(trifluoromethyl)pyrimidin-2-yl)-1,2,3,4-tetrahydroisoquinolin-6-amine ClC1=C(C=C2CCNCC2=C1)NC1=NC=C(C(=N1)C=1SC=C(C1C)S(=O)(=O)C)C(F)(F)F